BrC1=NN(C(=C1)C1=NC2=C(C(O1)=O)C=C(C=C2C)C#N)C2=NC=CC=C2Cl 2-[3-bromo-1-(3-chloro-2-pyridyl)-1H-pyrazol-5-yl]-6-cyano-8-methyl-4H-3,1-benzoxazine-4-one